di(n-pentyl) phthalate C(C=1C(C(=O)OCCCCC)=CC=CC1)(=O)OCCCCC